4-{(S)-2-[2-(tert-Butylsulfonylmethyl)thiazol-4-yl]-2-[(S)-2-(methoxycarbonyl)-3-phenylpropanamido]ethyl}phenylsulfamic acid C(C)(C)(C)S(=O)(=O)CC=1SC=C(N1)[C@H](CC1=CC=C(C=C1)NS(O)(=O)=O)NC([C@H](CC1=CC=CC=C1)C(=O)OC)=O